NC=1C2=C(N=CN1)N(C(=C2C2=CC=C(C=C2)OC2=CC=CC=C2)C#CC2CCN(CC2)C(CNC(C=C)=O)=O)C(C)C N-(2-(4-((4-amino-7-isopropyl-5-(4-phenoxyphenyl)-7H-pyrrolo[2,3-d]pyrimidin-6-yl)ethynyl)piperidin-1-yl)-2-oxoethyl)acrylamide